Periodic ACID I(=O)(=O)(=O)O